C(C)(C)(C)OC(=O)N1CC2(C1)CCN(CC2)C2=NC(=NC1=C(C(=C(C=C21)Cl)Br)OCC)OC2CCN(CC2)C 7-(7-bromo-6-chloro-8-ethoxy-2-((1-methylpiperidin-4-yl)oxy)quinazolin-4-yl)-2,7-diazaspiro[3.5]Nonane-2-carboxylic acid tert-butyl ester